5-((1'-(3-(4-(4-(2,6-Dioxopiperidin-3-yl)phenyl)piperidin-1-yl)propyl)-[1,4'-bipiperidin]-4-yl)amino)-2-((S)-1-(3-ethoxy-4-methoxyphenyl)-2-(methylsulfonyl)ethyl)-isoindoline-1,3-dione O=C1NC(CCC1C1=CC=C(C=C1)C1CCN(CC1)CCCN1CCC(CC1)N1CCC(CC1)NC=1C=C2C(N(C(C2=CC1)=O)[C@H](CS(=O)(=O)C)C1=CC(=C(C=C1)OC)OCC)=O)=O